sodium succinylarginine C(CCC(=O)O)(=O)N[C@@H](CCCNC(N)=N)C(=O)O.[Na]